CC1=NN(C=C1)CCNC1=NC(=NC(=N1)N)C1=CC=C2C=NN(C2=C1)C1OCCCC1 N2-[2-(3-methylpyrazol-1-yl)ethyl]-6-(1-tetrahydropyran-2-ylindazol-6-yl)-1,3,5-triazine-2,4-diamine